FC=1C=C(C=CC1F)C1=CC=CC2=C1N=C(O2)N (3,4-difluorophenyl)benzo[d]oxazol-2-amine